N1(N=CC=C1)C1=CN=CC(=N1)N1CCC(CC1)(O)C1=CC=NC=C1 1-(6-(1H-pyrazol-1-yl)pyrazin-2-yl)-4-(pyridin-4-yl)piperidin-4-ol